CC1=C(C=CC=C1C)C1(CC1)N 1-(2,3-dimethylphenyl)cyclopropanamine